(1S,2R,3R,5R)-3-[(1R)-2-amino-1-(4-fluorophenyl)ethyl]-5-(4-methyl-7H-pyrrolo[2,3-d]pyrimidin-7-yl)cyclopentane-1,2-diol NC[C@@H](C1=CC=C(C=C1)F)[C@@H]1[C@H]([C@H]([C@@H](C1)N1C=CC2=C1N=CN=C2C)O)O